CC(C)(C)[O-].[Zr+4].CC(C)(C)[O-].CC(C)(C)[O-].CC(C)(C)[O-] zirconium tertiary-butoxide